O=C1N(C=CC(=N1)NC(CCCCCCCCCCCCCCC)=O)[C@H]1O[C@H](OC1)COP(=O)(OC1=CC=CC=C1)N[C@H](C(=O)OC)C (2S)-methyl 2-(((((2S,4S)-4-(2-oxo-4-palmitamidopyrimidin-1(2H)-yl)-1,3-dioxolan-2-yl)methoxy)(phenoxy)phosphoryl)amino)propanoate